2-ethyl-9,10-bis(methoxycarbonylpropyleneoxy)anthracene C(C)C1=CC2=C(C3=CC=CC=C3C(=C2C=C1)OC(CC(=O)OC)C)OC(CC(=O)OC)C